tert-butyl (S)-2-((((9H-fluoren-9-yl)methoxy)carbonyl)amino)-3-(isoquinolin-6-yl)propanoate C1=CC=CC=2C3=CC=CC=C3C(C12)COC(=O)N[C@H](C(=O)OC(C)(C)C)CC=1C=C2C=CN=CC2=CC1